[N-](S(=O)(=O)C(F)(F)F)S(=O)(=O)C(F)(F)F.C(C)C1=C(C=CC=C1)P(C1=CC=CC=C1)C1=CC=CC=C1 ethyl-triphenylphosphine bis(trifluoromethanesulfonyl)imide salt